C1N(CCC2=CC=CC=C12)C[C@H](CN1CCOC2=C(C1=O)C=CC(=N2)OC2CCN(CC2)CCF)O 4-[(2R)-3-(3,4-Dihydro-1H-Isoquinolin-2-Yl)-2-Hydroxy-Propyl]-8-[[1-(2-Fluoroethyl)-4-Piperidyl]Oxy]-2,3-Dihydropyrido[3,2-f][1,4]Oxazepin-5-One